OC1=CCC=C(C=C1)O 2,5-Dihydroxycycloheptatrien